2,8-dimethyl-7-(3-(1,3,5-trimethyl-1H-pyrazol-4-yl)-7,8-dihydro-1,6-naphthyridin-6(5H)-yl)-4H-pyrimido[1,2-b]pyridazin-4-one CC=1N=C2N(N=C(C(=C2)C)N2CC=3C=C(C=NC3CC2)C=2C(=NN(C2C)C)C)C(C1)=O